CC1=CC2=C([Se]NS2(=O)C2=CC(=CC=C2)C)C=C1 6-methyl-1-m-methylphenyl-benzo[d][1,3,2]thiaselenazol-1-one